1-((3R,4S)-3-fluoro-4-((5-(quinolin-6-yl)-4-(trifluoromethoxy)pyrrolo[2,1-f][1,2,4]triazin-2-yl)amino)piperidin-1-yl)ethan-1-one F[C@@H]1CN(CC[C@@H]1NC1=NN2C(C(=N1)OC(F)(F)F)=C(C=C2)C=2C=C1C=CC=NC1=CC2)C(C)=O